2-amino-4-(2'-hydroxyphenyl)-8,9,9-trimethyl-5,6,7,8-tetrahydro-5,8-methanoquinazoline NC1=NC=2C3(CCC(C2C(=N1)C1=C(C=CC=C1)O)C3(C)C)C